NC=1C=CC(=C(C(=O)NC(C#C)C2=CC=CC3=CC=CC=C23)C1)C 5-Amino-2-methyl-N-[1-(1-naphthyl)prop-2-ynyl]benzamide